C(C(O)CO)C(C(=O)O)CCCCCCCCCCCCCCCC.C(CCCCCCCCCCCCCCCCC)(=O)O.OCC(O)CO glycerin monostearate (glyceryl-stearate)